(S)-10-((5-chloro-2-(3-methylazetidin-1-yl)pyrimidin-4-yl)amino)-2-cyclopropyl-3,3-difluoro-7-methyl-1,2,3,4-tetrahydro-[1,4]oxazepino[2,3-c]quinolin-6(7H)-one ClC=1C(=NC(=NC1)N1CC(C1)C)NC1=CC=2C3=C(C(N(C2C=C1)C)=O)OCC([C@@H](N3)C3CC3)(F)F